C(CC)OC(=O)[C@H]1[C@@H](C=CC=C1)C(=O)OCCC trans-dipropylcyclohexa-3,5-diene-1,2-dicarboxylate